FC1=CC2=C(C(=CO2)C=2C=C(SC2)C(CCC(=O)O)=O)C=C1 4-(4-(6-fluorobenzofuran-3-yl)thiophene-2-yl)-4-oxobutyric acid